FC1(C[C@@H](CC1)N1C(C(=CC2=C1N=C(N=C2)NC2CCN(CC2)S(=O)(=O)C)C#N)=O)F (R)-8-(3,3-difluorocyclopentyl)-2-(1-(methylsulfonyl)piperidin-4-ylamino)-7-oxo-7,8-dihydropyrido[2,3-d]pyrimidine-6-carbonitrile